1-((5-hydroxy-5-(trifluoromethyl)tetrahydro-2H-pyran-2-yl)methyl)-3,7-dimethyl-1H-purine OC1(CCC(OC1)CN1CN(C2=NCN(C2=C1)C)C)C(F)(F)F